C(#N)C=1C=NC(=NC1)N1C[C@H](N([C@H](C1)C)C(=O)OC1CC2(CN(C2)CC2=CC=C(C=C2)F)C1)C 2-[(4-fluorophenyl)methyl]-2-azaspiro[3.3]heptan-6-yl (2R,6S)-4-(5-cyanopyrimidin-2-yl)-2,6-dimethylpiperazine-1-carboxylate